methyl 3-(4,4,5,5-tetramethyl-1,3,2-dioxaborolan-2-yl)cyclobutane-1-carboxylate CC1(OB(OC1(C)C)C1CC(C1)C(=O)OC)C